4-((1-(((tert-butyldimethylsilyl)oxy)methyl)cyclopropyl)methyl)-2-isopropylpyridin-3-amine [Si](C)(C)(C(C)(C)C)OCC1(CC1)CC1=C(C(=NC=C1)C(C)C)N